FC1=C(NC=2C3=C(N=CN2)C=CC(=N3)N3CCN(CC3)C(C=C)=O)C=CC(=C1)OC1=CC=CC=C1 1-[4-[4-(2-fluoro-4-phenoxy-anilino)pyrido[3,2-d]pyrimidin-6-yl]piperazin-1-yl]prop-2-en-1-one